C[Si](CCOC(=O)NCCNC=1N=C(C=2N=CN([C@H]3[C@H](O)[C@H](O)[C@@H](CO)O3)C2N1)N)(C)C 2-{[2-({[2-(trimethylsilyl)ethoxy]carbonyl}amino)ethyl]amino}adenosine